FC=C(F)F 1,2,2-trifluoroethylene